(S)-Pyrrolidine-3-ol N1C[C@H](CC1)O